C(C=1C=CC(=NC1)C=1C=C(C(=CC1)C([2H])([2H])[2H])C1=CC=CC=C1)([2H])([2H])[2H] 5-(methyl-d3)-2-(6-(methyl-d3)-[1,1'-biphenyl]-3-yl)pyridine